[N+](=O)([O-])C1=CC=C(C=C1)N1CCN(CC1)CC1CCN(CC1)C(=O)OC(C)(C)C tert-butyl 4-((4-(4-nitrophenyl)piperazin-1-yl)methyl)piperidine-1-carboxylate